2,4-dimethylbenzylthiophenol CC1=C(CC2=C(C=CC=C2)S)C=CC(=C1)C